6-[[4-chloro-3-(2,2,2-trifluoroethoxy)-2-pyridyl]oxy]-3-methyl-N-(4-methyl-1,1-dioxo-thian-4-yl)imidazo[1,2-a]pyridine-2-carboxamide ClC1=C(C(=NC=C1)OC=1C=CC=2N(C1)C(=C(N2)C(=O)NC2(CCS(CC2)(=O)=O)C)C)OCC(F)(F)F